3-(4-((2-cyclopropylethyl)(4-(((1S,2S)-2-(trifluoromethyl)cyclopropyl)amino)cyclohexyl)amino)-1-oxoisoindolin-2-yl)piperidine-2,6-dione trifluoroacetate FC(C(=O)O)(F)F.C1(CC1)CCN(C1=C2CN(C(C2=CC=C1)=O)C1C(NC(CC1)=O)=O)C1CCC(CC1)N[C@@H]1[C@H](C1)C(F)(F)F